ClC=1N=C(C2=C(N1)C=CO2)NCC2=CC=C(C=C2)OCC2=NC=CC=C2 2-chloro-N-(4-(pyridin-2-ylmethoxy)benzyl)furo[3,2-d]pyrimidin-4-amine